2-(4-methylpiperazine-1-carbonyl)-5H-benzo[b]carbazole-6,11-dione CN1CCN(CC1)C(=O)C=1C=C2C=3C(C4=C(C(C3NC2=CC1)=O)C=CC=C4)=O